O1C(OCC1)CON=C(C(F)(F)F)C1=CC=C(C=C1)Cl 1-(4-chlorophenyl)-2,2,2-trifluoro-1-ethanone O-(1,3-dioxolane-2-ylmethyl) oxime